O=C1N(CC2=C(C=CC=C12)NC1CC(CCC1)CCCN1N=CC(=C1)C1=NC2=CC=CC=C2N=C1)C1C(NC(CC1)=O)=O 3-(1-oxo-4-((3-(3-(4-(quinoxalin-2-yl)-1H-pyrazol-1-yl)propyl)cyclohexyl)amino)isoindolin-2-yl)piperidine-2,6-dione